(2R)-1-Aminobutane NCCCC